ON\C(=N/[H])\C1=NC(=C(C(=C1)C=1C=NC=CC1C)OC)C (Z)-N-Hydroxy-5'-methoxy-4,6'-dimethyl-[3,4'-bipyridine]-2'-carboximidamide